3,5-bis(tert-butylperoxy)-3,5-dimethyl-1,2-dioxolane C(C)(C)(C)OOC1(OOC(C1)(C)OOC(C)(C)C)C